N-((1R,5S,6r)-3-(8-((3-methyl-4-((1-methyl-1H-benzo[d][1,2,3]triazol-5-yl)oxy)phenyl)amino)pyrimido[5,4-d]pyrimidin-2-yl)-3-azabicyclo[3.1.1]heptan-6-yl)acrylamide CC=1C=C(C=CC1OC1=CC2=C(N(N=N2)C)C=C1)NC1=NC=NC2=C1N=C(N=C2)N2C[C@@H]1C([C@H](C2)C1)NC(C=C)=O